COC(C1=C(C=CC=C1)NC(C)C=1C=C(C=C2C(N(C(=NC12)N1CC2CC2C1)C)=O)C([2H])([2H])[2H])=O.FC(C(C(F)(F)F)OCF)(F)F 1,1,1,3,3,3-hexafluoro-2-(fluoromethoxy)propane Methyl-2-[1-[2-(3-azabicyclo[3.1.0]hexan-3-yl)-3-methyl-4-oxo-6-(trideuterio-methyl)quinazolin-8-yl]ethylamino]benzoate